(E)-3-methoxybenzaldehyde O-(2-chloro-6-((4,6-dimethoxypyrimidin-2-yl)thio)benzoyl) oxime ClC1=C(C(=O)O\N=C\C2=CC(=CC=C2)OC)C(=CC=C1)SC1=NC(=CC(=N1)OC)OC